CC(CCC(=O)O)CC(CC)C 4,6-dimethyloctanoic acid